N-(3-trimethoxysilylpropyl)octylamide CO[Si](CCC[N-]CCCCCCCC)(OC)OC